C(C)(C)NCCOC1=NC=C(C=C1NS(=O)(=O)C)B1OC(C(O1)(C)C)(C)C N-[2-[2-(isopropylamino)ethoxy]-5-(4,4,5,5-tetramethyl-1,3,2-dioxaborolan-2-yl)pyridin-3-yl]methanesulfonamide